FC=1C=C(C=C(C1CNCCO)OC)C=1C(=C(C=CC1)C1=C(C(=CC=C1)NC(=O)C1=NC=C(C(=O)O)C=C1)C)C 6-((3''-fluoro-4''-(((2-hydroxyethyl)amino)methyl)-5''-methoxy-2,2'-dimethyl-[1,1':3',1''-terphenyl]-3-yl)carbamoyl)nicotinic acid